[Br-].C1(CCCC1)[C@@](C(=O)OC1C[NH+](CC1)CCC(=O)OCC)(O)C1=CC=CC=C1 (2R,3'R)-3-(2-cyclopentyl-2-phenyl-2-hydroxyacetoxy)-1-(ethoxycarbonylmethyl)methylpyrrolidinium bromide